2-((1R,5S)-2,4-dioxo-6-trityl-3,6-diazabicyclo[3.1.0]hexan-3-yl)acetic acid O=C1[C@@H]2N([C@@H]2C(N1CC(=O)O)=O)C(C1=CC=CC=C1)(C1=CC=CC=C1)C1=CC=CC=C1